C1(CC1)C=1C=2N(C=CC1)N=C(C2)[C@H]2N(CCC1=C2N=CN1)C=1OC(=NN1)C1=NC(=CC=C1)C (S)-2-(4-(4-cyclopropylpyrazolo[1,5-a]pyridin-2-yl)-1,4,6,7-tetrahydro-5H-imidazo[4,5-c]pyridin-5-yl)-5-(6-methylpyridin-2-yl)-1,3,4-oxadiazole